(S)-2-(1-methoxyethyl)aniline tert-butyl-(2R,5S)-5-(7-chloroquinoline-3-amido)-2-{N'-[(1s,3s)-3-(trifluoromethoxy)cyclobutanecarbonyl]hydrazinecarbonyl}piperidine-1-carboxylate C(C)(C)(C)OC(=O)N1[C@H](CC[C@@H](C1)NC(=O)C=1C=NC2=CC(=CC=C2C1)Cl)C(=O)NNC(=O)C1CC(C1)OC(F)(F)F.CO[C@@H](C)C1=C(N)C=CC=C1